dodecyldimethyl-methacrylamidopropylammonium tosylate S(=O)(=O)([O-])C1=CC=C(C)C=C1.C(CCCCCCCCCCC)[N+](CCCNC(C(=C)C)=O)(C)C